FC1=CC(=C(C=C1)N(C(C(=C)C)=O)C)I N-(4-fluoro-2-iodophenyl)-N-methylmethacrylamide